2-chloro-6,7-dihydro-5H-cyclopenta[b]-pyridine-3-carbonitrile ClC1=C(C=C2C(=N1)CCC2)C#N